2,6-bis(2,4-diethyloxyphenyl)-4-(4-bis(4-propyloxyphenyl)aminophenyl)pyridine C(C)OC1=C(C=CC(=C1)OCC)C1=NC(=CC(=C1)C1=CC=C(C=C1)N(C1=CC=C(C=C1)OCCC)C1=CC=C(C=C1)OCCC)C1=C(C=C(C=C1)OCC)OCC